tert-butyl 3-(piperazin-2-yl)azetidine-1-carboxylate N1C(CNCC1)C1CN(C1)C(=O)OC(C)(C)C